BrC1=NN2C(S1)=NC=C2C=2N=C1N(C=CC=C1)C2 2-bromo-5-[imidazo[1,2-a]pyridin-2-yl]imidazo[2,1-b][1,3,4]thiadiazole